N-{4-[3-(2,4-difluorophenyl)-5-methyl-4-oxo-4,5,6,7-tetrahydro-1H-pyrrolo[3,2-c]pyridin-2-yl]pyridin-2-yl}-4,4-difluoro-2-(4-fluorophenyl)butanamide FC1=C(C=CC(=C1)F)C1=C(NC2=C1C(N(CC2)C)=O)C2=CC(=NC=C2)NC(C(CC(F)F)C2=CC=C(C=C2)F)=O